N1=CC=CC2=CC=C(C=C12)C1=CC=CC(=N1)C#N 6-(chinolin-7-yl)-picolinonitril